OC1=C(C=CC(=O)[O-])C=CC=C1 2-Hydroxycinnamate